FC(OC1(CCC1)OCC(=O)NC12CC(C1)(C2)C=2OC(=NN2)C2(CCC2)COC(F)(F)F)(F)F 2-[3-cis-(trifluoromethoxy)cyclobutoxy]-N-[3-[5-[3-trans-(trifluoromethoxymethyl)cyclobutyl]-1,3,4-oxadiazol-2-yl]-1-bicyclo[1.1.1]pentanyl]acetamide